1-((1-acryloyl-3-fluoroazetidin-3-yl)methyl)-6-(2-amino-6-fluorophenyl)-7-chloro-4-(2,6-diisopropylphenyl)-1,4-dihydropyrido[2,3-b]pyrazine-2,3-dione C(C=C)(=O)N1CC(C1)(F)CN1C2=C(N(C(C1=O)=O)C1=C(C=CC=C1C(C)C)C(C)C)N=C(C(=C2)Cl)C2=C(C=CC=C2F)N